Carbonyl-ethylpentane C(=O)=C(CCCC)CC